(S)-methyl 2-((1R,2S,5S)-6,6-dimethyl-3-(1-phenylcyclopentanecarbonyl)-3-azabicyclo[3.1.0]hexane-2-carboxamido)-3-((S)-2-oxopyrrolidin-3-yl)propanoate CC1([C@H]2CN([C@@H]([C@@H]12)C(=O)N[C@H](C(=O)OC)C[C@H]1C(NCC1)=O)C(=O)C1(CCCC1)C1=CC=CC=C1)C